N-(2-(dimethylamino)-2-(4-methoxyphenyl)-ethyl)isoindoline-2-carboxamide hydrochloride Cl.CN(C(CNC(=O)N1CC2=CC=CC=C2C1)C1=CC=C(C=C1)OC)C